tert-butyl 6-(4-acetylpiperazin-1-yl)-3,4-dihydro-1,7-naphthyridine-1(2H)-carboxylate C(C)(=O)N1CCN(CC1)C=1C=C2CCCN(C2=CN1)C(=O)OC(C)(C)C